NC1=NC=2C=NC(=CC2C2=C1C=NN2C)C(=O)N(C)[C@@H]2COCC1=C2C=CC(=C1F)C(F)(F)F 4-amino-N-((4S)-8-fluoro-7-(trifluoro-methyl)-3,4-dihydro-1H-2-benzopyran-4-yl)-N,1-dimethyl-1H-pyrazolo[4,3-c]-[1,7]naphthyridine-8-carboxamide